(2RS)-1-amino-3-ethylpentan-2-ol NC[C@@H](C(CC)CC)O |r|